O1C(=CC2=C1C=CO2)C(=O)[O-] furofuranate